FC(OC1=C(C=C(C(=C1)N(C)CCN(C)C)N)NC1=NC=CC(=N1)N1CC(C2=NC=CC=C21)(C)C)F 5-(difluoromethoxy)-N4-(4-(3,3-dimethyl-2,3-dihydro-1H-pyrrolo[3,2-b]pyridin-1-yl)pyrimidin-2-yl)-N1-(2-(dimethylamino)ethyl)-N1-methylbenzene-1,2,4-triamine